tetrahydro-1,7-naphthyridine N1CCCC2=CC=NC=C12